NC1=C2C(=NC(=N1)C=1C=NC(=CC1)F)N(N=C2)[C@@H]2CN(CC2)C(=O)OC(C)(C)C tert-butyl (S)-3-(4-amino-6-(6-fluoropyridin-3-yl)-1H-pyrazolo[3,4-d]pyrimidin-1-yl)pyrrolidine-1-carboxylate